((2-((1-(1-acetylpiperidin-4-yl)-2-oxo-2-((S)-2-(1,2,3,4-tetrahydroisoquinoline-2-carbonyl)pyrrolidin-1-yl)ethyl)carbamoyl)-1H-indol-5-yl)difluoromethyl)phosphonic acid C(C)(=O)N1CCC(CC1)C(C(N1[C@@H](CCC1)C(=O)N1CC2=CC=CC=C2CC1)=O)NC(=O)C=1NC2=CC=C(C=C2C1)C(F)(F)P(O)(O)=O